NC=1N=NC(=CC1OCCC1=CC=C(C=C1)C(=O)N1CC=2CNCC2C1)C1=C(C=CC=C1)O (4-(2-((3-amino-6-(2-hydroxyphenyl)pyridazin-4-yl)oxy)ethyl)phenyl)(3,4,5,6-tetrahydropyrrolo[3,4-c]pyrrol-2(1H)-yl)methanone